FC1=CC=C(CN2CN(C3=C2C(C2=CC=CC=C2C3=NO)=O)C)C=C1 (E)- or (Z)-1-(4-fluorobenzyl)-4-(hydroxyimino)-3-methyl-9-oxo-4,9-dihydro-1H-naphtho[2,3-d]imidazole